2-((4-(2-(7,8-dimethyl-[1,2,4]triazolo[4,3-a]pyridin-6-yl)-3-isopropyl-1H-indol-5-yl)cyclohexyl)amino)-N,N-dimethylacetamide CC1=C(C=2N(C=C1C=1NC3=CC=C(C=C3C1C(C)C)C1CCC(CC1)NCC(=O)N(C)C)C=NN2)C